C1(=CC=CC=C1)CC(=O)NC=1C=C(C=C(C1)C(F)(F)F)NC(=O)[N-]C1=C[N+](=NO1)CC1N(CCCC1)CC(F)(F)F ((3-(2-Phenylacetamido)-5-(trifluoromethyl)-phenyl)carbamoyl)(3-((1-(2,2,2-trifluoroethyl)-piperidin-2-yl)methyl)-1,2,3-oxadiazol-3-ium-5-yl)amide